1-(4-(4-chloro-3,5-difluoro-1H-indole-2-carbonyl)piperazin-1-yl)-2-(3,3-difluoropyrrolidin-1-yl)ethan-1-one ClC1=C2C(=C(NC2=CC=C1F)C(=O)N1CCN(CC1)C(CN1CC(CC1)(F)F)=O)F